1-(4-((4-((5-(3,5-dimethylfuran-2-yl)-2-methoxyphenyl)amino)-7-methoxyquinazolin-6-yl)oxy)piperidin-1-yl)prop-2-en-1-one CC1=C(OC(=C1)C)C=1C=CC(=C(C1)NC1=NC=NC2=CC(=C(C=C12)OC1CCN(CC1)C(C=C)=O)OC)OC